C(C)(C)(C)OC(N(C)CCOC=1C=CC2=C(C=C(O2)C2=C3N=CC(=NC3=CC(=C2)C)OC(F)F)C1)=O 2-(2-(2-(difluoromethoxy)-7-methylquinoxalin-5-yl)benzofuran-5-yloxy)ethyl-(methyl)carbamic acid tert-butyl ester